NC=1C(=C2COC(C2=CC1Cl)=O)Cl 5-amino-4,6-dichloro-3H-isobenzofuran-1-one